CC(C#N)C(C#N)(C)C 2,3,3-trimethyl-butanedinitrile